1-(7-((6-fluoro-5-(imidazo[1,2-a]pyrimidin-6-yl)-4-methoxypyrrolo[2,1-f][1,2,4]triazin-2-yl)amino)-2-azaspiro[3.5]nonan-2-yl)ethan-1-one-2,2,2-d3 FC=1C(=C2C(=NC(=NN2C1)NC1CCC2(CN(C2)C(C([2H])([2H])[2H])=O)CC1)OC)C=1C=NC=2N(C1)C=CN2